NC1=CC(=C(C(=O)NC2(CC2)C2=C3C=CC=NC3=CC(=C2)C=C)C=C1OCC1N(CC1)C)C 4-Amino-2-methyl-5-((1-methylazetidin-2-yl)methoxy)-N-(1-(7-vinylquinolin-5-yl)cyclopropyl)benzamide